ortho-didehydrobenzene C1#CC=CC=C1